ClC=1C=C2C=3C(C4=C(C(C3NC2=CC1)(C)C)C=C(C=C4)OC[C@H]([C@@H](CO)O)O)=O 2-Chloro-6,6-dimethyl-8-((2R,3R)-2,3,4-trihydroxy-butoxy)-5,6-dihydro-benzo[b]carbazol-11-one